C(C)(=O)O[C@H]1[C@@H](OC[C@H]([C@@H]1OC(C)=O)OC(C)=O)O[C@@H]1[C@H]([C@H]([C@H](SC2=CC=C(C=C2)C)O[C@H]1C)OC(C)=O)OC(C)=O p-Methylphenyl 2,3,4-tri-O-acetyl-β-D-xylopyranosyl-(1→4)-2,3-di-O-acetyl-1-thio-α-L-rhamnopyranoside